tert-butyl 4-(6-amino-8-oxo-7-(4-phenoxyphenyl)-7,8-dihydro-9H-purin-9-yl)-[1,4'-bipiperidine]-1'-carboxylate NC1=C2N(C(N(C2=NC=N1)C1CCN(CC1)C1CCN(CC1)C(=O)OC(C)(C)C)=O)C1=CC=C(C=C1)OC1=CC=CC=C1